N1(CCNCC1)C(=O)C=1C=C2CCNC(C2=CC1)=O 6-(piperazine-1-carbonyl)-3,4-Dihydroisoquinolin-1(2H)-one